N-tert-butyl-1-(5-fluoro-2-methoxy-phenyl)methanimine C(C)(C)(C)N=CC1=C(C=CC(=C1)F)OC